[Si](C)(C)(C(C)(C)C)OC[C@@H]1CN(CC1)C1=CC2=C(N(C(N2C)=O)C2C(N(C(CC2)=O)CC2=CC=C(C=C2)OC)=O)C=C1 3-(5-((S)-3-(((tert-butyldimethylsilyl)oxy)methyl)pyrrolidin-1-yl)-3-methyl-2-oxo-2,3-dihydro-1H-benzo[d]imidazol-1-yl)-1-(4-methoxybenzyl)piperidine-2,6-dione